(4-bromo-1,2-phenylene)bis(methylene) (E,E)-bis(N'-(4-bromophenyl)carbamimidothioate) BrC1=CC=C(C=C1)\N=C(/N)\SCC1=C(C=C(C=C1)Br)CSC(N)=NC1=CC=C(C=C1)Br